4-[6-(4-fluoro-2-methyl-phenyl)-3-hydroxy-pyridin-2-yl]-4-oxo-butyric acid ethyl ester C(C)OC(CCC(=O)C1=NC(=CC=C1O)C1=C(C=C(C=C1)F)C)=O